1,3,5-tris(2-methylallyl)-1,3,5-triazinane-2,4,6-trione CC(CN1C(N(C(N(C1=O)CC(=C)C)=O)CC(=C)C)=O)=C